(3S)-3-amino-5,5,7-trifluoro-8-[5-(4-oxa-7-azaspiro[2.5]octan-7-yl)-1,3,4-oxadiazol-2-yl]-1-[[4-[5-(trifluoromethyl)-1,2,4-oxadiazol-3-yl]phenyl]methyl]-3,4-dihydro-1-benzazepin-2-one N[C@@H]1C(N(C2=C(C(C1)(F)F)C=C(C(=C2)C=2OC(=NN2)N2CCOC1(CC1)C2)F)CC2=CC=C(C=C2)C2=NOC(=N2)C(F)(F)F)=O